tert-butyl ((3-bromo-8-oxo-7,8-dihydropyrido[2,3-d]pyridazin-5-yl)methyl)carbamate BrC1=CC2=C(C(NN=C2CNC(OC(C)(C)C)=O)=O)N=C1